N4,N4'-di(pyridin-4-yl)-[1,1'-biphenyl]-4,4'-disulfonamide N1=CC=C(C=C1)NS(=O)(=O)C1=CC=C(C=C1)C1=CC=C(C=C1)S(=O)(=O)NC1=CC=NC=C1